1-(6,7-dihydro-5H-benzo[2,3]thiepino[4,5-c]pyridazin-3-yl)-N3-(3-fluoro-4-(4-pyrrolidin-1-ylpiperidinyl)phenyl)-1H-1,2,4-triazole-3,5-diamine N1=NC(=CC2=C1C1=C(SCC2)C=CC=C1)N1N=C(N=C1N)NC1=CC(=C(C=C1)N1CCC(CC1)N1CCCC1)F